C(=C)C=1OC(OC1C=C)=O 4,5-diethenyl-1,3-dioxol-2-one